2-(5-(1H-pyrazol-4-yl)pyrimidin-2-yl)-5-(methyl(piperidin-4-yl)amino)phenol N1N=CC(=C1)C=1C=NC(=NC1)C1=C(C=C(C=C1)N(C1CCNCC1)C)O